NC(CN1C=CC2=CC=CC=C12)=O 1-(2-amino-2-oxoethyl)-1H-indol